(methyl)carbamic acid (S)-tert-butyl ester C(C)(C)(C)OC(NC)=O